(3-{5-[(2,6-dichlorophenyl)methoxy]pyrimidin-2-yl}-1,2-oxazol-5-yl)methanol ClC1=C(C(=CC=C1)Cl)COC=1C=NC(=NC1)C1=NOC(=C1)CO